di-tert-butyl [3-(7-chloro-10-methyl-11-oxo-10,11-dihydro-5H-dibenzo[b,e][1,4]diazepin-5-yl)propyl]imidodicarbonate ClC1=CC2=C(N(C(C3=C(N2CCCN(C(=O)OC(C)(C)C)C(=O)OC(C)(C)C)C=CC=C3)=O)C)C=C1